FC1=C(C=CC(=C1)F)[C@@H]1N(CCC1)C1=NC=2N(C=C1)N=CC2C2=CC=CC(=N2)N2CCN(CC2)CC2=CC=C(C=C2)C2C(NC(CC2)=O)=O 3-(4-((4-(6-(5-((R)-2-(2,4-difluorophenyl)pyrrolidin-1-yl)pyrazolo[1,5-a]pyrimidin-3-yl)pyridin-2-yl)piperazin-1-yl)methyl)phenyl)piperidine-2,6-dione